FC1=C(C=CC(=C1)CN1CCCC1)C1=CC=C2C(=CC=NC2=C1)NC=1C=CC2=C(N=CS2)C1 N-(7-(2-fluoro-4-(pyrrolidin-1-ylmethyl)phenyl)quinolin-4-yl)benzo[d]thiazol-5-amine